ClC=1C(=C(C(=C(C1)C(C#N)C)OCC)C=1C=NC=C(C1)C(F)(F)F)C 2-(5-chloro-2-ethoxy-4-methyl-3-(5-(trifluoromethyl)pyridin-3-yl)phenyl)propionitrile